4-(1-(2-ethylphenyl)-3-methyl-4,5-dihydro-2H-benzo[e]isoindol-2-yl)phenol C(C)C1=C(C=CC=C1)C=1N(C(=C2CCC3=C(C12)C=CC=C3)C)C3=CC=C(C=C3)O